C(C)N1C=C(C=C1)C(=O)OC Methyl 1-ethyl-1H-pyrrole-3-carboxylate